6-(2-(Dimethylamino)ethyl)-2-((pyridin-3-ylmethyl)amino)-6,7-dihydro-5H-pyrrolo[3,4-b]pyridin-5-one CN(CCN1CC2=NC(=CC=C2C1=O)NCC=1C=NC=CC1)C